NC1=NC=NC=2C3=C(\C(\C(C12)(C)C)=N/O)C=C(C=C3)O[C@@H]3CC[C@H](CC3)NC(OC(C)(C)C)=O tert-butyl N-[trans-4-[(6Z)-4-amino-6-hydroxyimino-5,5-dimethyl-benzo[h]quinazolin-8-yl]oxycyclohexyl]carbamate